N1=C(C=CC=C1)C=1C=C(C(=O)N2CCNCC2)C=CC1 1-[3-(Pyridin-2-yl)benzoyl]piperazine